C(CCCCCCCCCCCCCCCCCCCCCCCCCCCCC)(=O)OCC(O)CO glyceryl triacontanoate